1-(2-(1-methyl-1H-tetrazol-5-yl)pyridin-3-yl)pentan-1-ol CN1N=NN=C1C1=NC=CC=C1C(CCCC)O